3-amino-methyl-1,3-bis(4-amino-butyl)disiloxane N[SiH](O[SiH](CCCCN)C)CCCCN